C12OCCC2CC1NC(=O)C1=CN=C2N1N=C(C=C2NC([2H])([2H])[2H])NC=2C(N(C=CC2)C2=NC=CC=C2)=O trans-N-(2-oxabicyclo[3.2.0]heptan-7-yl)-8-((methyl-d3)amino)-6-((2-oxo-2H-[1,2'-bipyridin]-3-yl)amino)imidazo[1,2-b]pyridazine-3-carboxamide